(2S,3S,4R,5R)-3,4-dihydroxy-5-[6-[(3-iodophenyl)methylamino]Purin-9-yl]N-methyl-oxacyclopentane-2-carboxamide O[C@@H]1[C@H](O[C@H]([C@@H]1O)N1C2=NC=NC(=C2N=C1)NCC1=CC(=CC=C1)I)C(=O)NC